3-isopropyl-4-(1-isopropyl-1H-pyrazol-3-yl)-1H-pyrrole-2-carboxylic acid methyl ester COC(=O)C=1NC=C(C1C(C)C)C1=NN(C=C1)C(C)C